(2S,5R)-6-[tert-butyl-(dimethyl)silyl]oxy-N-(cyanomethyl)-3-methyl-7-oxo-1,6-diazabicyclo[3.2.1]oct-3-ene-2-carboxamide C(C)(C)(C)[Si](ON1[C@@H]2C=C([C@H](N(C1=O)C2)C(=O)NCC#N)C)(C)C